3-((7R,14R)-6-(methyl-d3)-5-oxo-1-(prop-1-yn-1-yl)-5,6,7,14-tetrahydro-7,14-methanobenzo[f]benzo[4,5]imidazo[1,2-a][1,4]diazocin-11-yl)prop-2-yn-1-yl methanesulfonate CS(=O)(=O)OCC#CC1=CC2=C(N=C3N2[C@H]2C4=C(C(N([C@@H]3C2)C([2H])([2H])[2H])=O)C=CC=C4C#CC)C=C1